dicholine phthalate C(C=1C(C(=O)[O-])=CC=CC1)(=O)[O-].OCC[N+](C)(C)C.OCC[N+](C)(C)C